(2r,3S,4r,5r,6r)-2-(acetoxymethyl)-5-(((benzyloxy) carbonyl) amino)-6-chlorotetrahydro-2H-pyran-3,4-diacetate C(C)(=O)OC[C@@H]1O[C@@H]([C@@H]([C@@H]([C@@H]1CC(=O)[O-])CC(=O)[O-])NC(=O)OCC1=CC=CC=C1)Cl